(R)-5-(4-(cyclopentylsulfonyl)-2-methylpiperazin-1-yl)-1-(4-fluorophenyl)-1H-indazole C1(CCCC1)S(=O)(=O)N1C[C@H](N(CC1)C=1C=C2C=NN(C2=CC1)C1=CC=C(C=C1)F)C